3-(3-nitrophenyl)azetidine-1-carboxylic acid tert-butyl ester C(C)(C)(C)OC(=O)N1CC(C1)C1=CC(=CC=C1)[N+](=O)[O-]